N-(5,6-Dimethoxy-benzothiazol-2-yl)-2-(4-ethanesulfonyl-phenyl)-2-phenethyloxy-acetamide COC=1C(=CC2=C(N=C(S2)NC(C(OCCC2=CC=CC=C2)C2=CC=C(C=C2)S(=O)(=O)CC)=O)C1)OC